2,4,6-Trifluoro-N-[4-[(E)-3-[4-[2-hydroxyethyl(methyl)amino]phenyl]prop-2-enoyl]phenyl]benzamide FC1=C(C(=O)NC2=CC=C(C=C2)C(\C=C\C2=CC=C(C=C2)N(C)CCO)=O)C(=CC(=C1)F)F